4-methyl-N3-[3-(9-tetrahydropyran-2-ylpurin-6-yl)-2-pyridyl]benzene-1,3-diamine CC1=C(C=C(C=C1)N)NC1=NC=CC=C1C1=C2N=CN(C2=NC=N1)C1OCCCC1